N=1C=C(N2C1N=CC=C2)CN2CCCCC2 1-(imidazo[1,2-a]pyrimidin-3-ylmethyl)piperidin